ClC=1N=C(NC1[C@H]1[C@H](CN(CC1)S(=O)(=O)C=1C=NN(C1)CC(=O)OC)C)C1=NC=C(C=C1)F Methyl 2-[4-[[(3R,4R)-4-[4-chloro-2-(5-fluoro-2-pyridyl)-1H-imidazol-5-yl]-3-methyl-1-piperidyl]sulfonyl]pyrazol-1-yl]acetate